5-(4-fluorophenyl)-3-(1H-pyrazol-5-yl)picolinonitrile hydrochloride Cl.FC1=CC=C(C=C1)C=1C=C(C(=NC1)C#N)C1=CC=NN1